N-methyl-N-(1-methylpiperidin-4-yl)-1-[5-(pyridin-4-yl)-1H-pyrazole-3-carbonyl]piperidine-4-carboxamide CN(C(=O)C1CCN(CC1)C(=O)C1=NNC(=C1)C1=CC=NC=C1)C1CCN(CC1)C